chloro-5-fluoro-2-methoxy-4'-(2-oxoimidazolidin-1-yl)-[1,1'-biphenyl] ClC=1C(=C(C=C(C1)F)C1=CC=C(C=C1)N1C(NCC1)=O)OC